2-[4-[3-(2,4-dioxohexahydropyrimidin-1-yl)-1-methyl-indazol-6-yl]-3,3-difluoro-1-piperidinyl]acetic acid trifluoroacetate FC(C(=O)O)(F)F.O=C1N(CCC(N1)=O)C1=NN(C2=CC(=CC=C12)C1C(CN(CC1)CC(=O)O)(F)F)C